Tert-Butyl 3-[(2-ethoxy-5-fluoropyrimidin-4-yl)amino]-6,6-dimethyl-4,6-dihydropyrrolo[3,4-c]pyrazole-5(1H)-carboxylate C(C)OC1=NC=C(C(=N1)NC=1C2=C(NN1)C(N(C2)C(=O)OC(C)(C)C)(C)C)F